C1(=CC=CC=2C(=CC=CC12)S(=O)(=O)OC)S(=O)(=O)OC dimethyl 1,5-naphthalenedisulfonate